(1S,3S)-3-((6-(5-(((3-fluoropropoxy)carbonyl)amino)-1-methyl-1H-1,2,3-triazol-4-yl)-2-methylpyridin-3-yl)oxy)cyclohexane-1-carboxylic acid FCCCOC(=O)NC1=C(N=NN1C)C1=CC=C(C(=N1)C)O[C@@H]1C[C@H](CCC1)C(=O)O